(S)-N-((R)-1-(6-chloro-1-methoxy-2,7-naphthyridin-4-yl)propyl)-2-methylpropane-2-sulfinamide ClC=1C=C2C(=CN=C(C2=CN1)OC)[C@@H](CC)N[S@@](=O)C(C)(C)C